3-methoxy-4-(prop-2-yn-1-ylamino)-N,N-bis({[2-(trimethylsilyl)-ethoxy]methyl})benzenesulfonamide COC=1C=C(C=CC1NCC#C)S(=O)(=O)N(COCC[Si](C)(C)C)COCC[Si](C)(C)C